N-((2,2-difluoro-benzo[d][1,3]dioxol-5-yl)(8-hydroxy-5-methylquinolin-7-yl)methyl)-6-((2-(2,6-dioxopiperidin-3-yl)-1,3-dioxoisoindolin-4-yl)amino)-spiro[3.3]heptane-2-carboxamide FC1(OC2=C(O1)C=CC(=C2)C(NC(=O)C2CC1(C2)CC(C1)NC1=C2C(N(C(C2=CC=C1)=O)C1C(NC(CC1)=O)=O)=O)C1=CC(=C2C=CC=NC2=C1O)C)F